BrC1=C(C(=CC=C1)C(F)F)CC#N 2-[2-bromo-6-(difluoromethyl)phenyl]Acetonitrile